COC=1C=C2C(=CN(C(C2=CC1)=O)C1=NOC2=C1C=C(C=C2)C)C(=O)N2CCCCC2 6-methoxy-2-(5-methylbenzo[d]isoxazol-3-yl)-4-(piperidine-1-carbonyl)isoquinolin-1(2H)-one